C(C)(C)(C)OC(NS(=O)(=O)C1=NC=CC(=C1)Br)=O ((4-bromopyridin-2-yl)sulfonyl)carbamic acid tert-butyl ester